C1(CC1)C=1C=C(N)C=C(C1)C1=NN=NN1 3-cyclopropyl-5-(1H-tetrazol-5-yl)aniline